CC1=CC=C(C(=O)NCC2=CC=C(C=C2)CNS(=O)(=O)C2=CC=C(C=C2)C)C=C1 4-Methyl-N-(4-((4-methylphenylsulfonamido)methyl)benzyl)benzamide